FC1(CCN(CC1)C(=O)C1=CC=C(C=C1)C1=CC=C(C=C1)C(C(=O)O)(C)C)F 2-(4'-(4,4-difluoropiperidine-1-carbonyl)-[1,1'-biphenyl]-4-yl)-2-methylpropionic acid